C=C(C(=O)O)CC(=O)O methylensuccinic acid